N-{1-[4-methoxy-3-(trifluoromethyl)phenyl]-1H-indazol-4-yl}benzamide COC1=C(C=C(C=C1)N1N=CC2=C(C=CC=C12)NC(C1=CC=CC=C1)=O)C(F)(F)F